6-(6-chloropyridin-2-yl)-N-((R)-1,1,1-trifluoropropan-2-yl)-4-(((R)-1,1,1-trifluoropropan-2-yl)imino)-4,5-dihydro-1,3,5-triazin-2-amine ClC1=CC=CC(=N1)C=1NC(N=C(N1)N[C@@H](C(F)(F)F)C)=N[C@@H](C(F)(F)F)C